ClC1=CC(=NC=C1Cl)NC1=C(C=C(C=C1)C(C(=O)N)=C)C1=CC=NC=C1 (4-((4,5-dichloropyridin-2-yl)amino)-3-(pyridin-4-yl)phenyl)acrylamide